BrC=1N=C(C(=NC1)N)O[C@H](C)C1=C(C=CC(=C1)F)C1=NN(N=C1CC=1C(=NN(C1)CC1CC1)C)C (R)-5-bromo-3-(1-(2-(5-((1-(cyclopropylmethyl)-3-methyl-1H-pyrazol-4-yl)methyl)-2-methyl-2H-1,2,3-triazol-4-yl)-5-fluorophenyl)ethoxy)pyrazin-2-amine